ethyl-6-cyclopropyl-7-methoxyimidazo[1,2-b]pyridazine C(C)C=1N=C2N(N=C(C(=C2)OC)C2CC2)C1